p-N,N-diethylaminobenzonitrile C(C)N(CC)C1=CC=C(C#N)C=C1